BrC1=CC=C2C(=N1)N=C(N2CCO)CF 2-(5-bromo-2-(fluoromethyl)-1H-imidazo[4,5-b]pyridin-1-yl)ethan-1-ol